(2,3-bis(2-fluorophenyl)quinolin-6-yl)-4-hydroxyhexanamide FC1=C(C=CC=C1)C1=NC2=CC=C(C=C2C=C1C1=C(C=CC=C1)F)C(C(=O)N)CC(CC)O